COC(C1=C(C(=C(C(=C1)[N+](=O)[O-])N)F)F)=O 2,3-difluoro-4-amino-5-nitrobenzoic acid methyl ester